C(C)C1(CN=C(C=N1)C)C 3-ethyl-3,6-dimethyl-2h-pyrazine